ClC=1C=C(C=CC1N1C(N(C=C1)C)=O)C1=C(C(=CC(=C1)F)C1=CC(=NC(=C1)NS(=O)(=O)C)N1CCN(CC1)C(=O)OC(C)(C)C)OC tert-butyl 4-(4-(3'-chloro-5-fluoro-2-methoxy-4'-(3-methyl-2-oxo-2,3-dihydro-1H-imidazol-1-yl)-[1,1'-biphenyl]-3-yl)-6-(methylsulfonamido)pyridin-2-yl)piperazine-1-carboxylate